8-bromo-2-fluoro-N-(2-(methylamino)-5-(trifluoromethyl)pyridin-3-yl)indolizine-3-carboxamide BrC1=CC=CN2C(=C(C=C12)F)C(=O)NC=1C(=NC=C(C1)C(F)(F)F)NC